6-bromo-5-[(2-chloro-5-fluorophenyl)carbonyl]-3-methyl-2-oxo-1-(2,2,2-trifluoroethyl)benzo[d]imidazole-4-carbonitrile BrC=1C(=C(C2=C(N(C(N2C)=O)CC(F)(F)F)C1)C#N)C(=O)C1=C(C=CC(=C1)F)Cl